2-butoxyethanal C(CCC)OCC=O